C(CCC)S(=O)C1=C(C=2C(=NC(=CC2C2=CC=CC=C2)C=2OC=CN2)S1)N 2-(butylsulfinyl)-6-(oxazol-2-yl)-4-phenylthieno[2,3-b]pyridin-3-amine